2-cyclopropyl-N-(1,1-dimethylsilacyclohexan-4-yl)-4H-pyrrolo[2,3-d]thiazole-5-carboxamide C1(CC1)C=1SC2=C(N1)NC(=C2)C(=O)NC2CC[Si](CC2)(C)C